Rac-4-((4bS,5R,6S,7aR)-6-((ethylamino)methyl)-4b,5-dihydroxy-4-methoxy-7-phenyl-4b,5,6,7-tetrahydro-7aH-cyclopenta[4,5]furo[2,3-c]pyridin-7a-yl)cyclohexa-1,3-diene-1-carbonitrile C(C)NC[C@@H]1[C@@H]([C@]2([C@](C3=C(C=NC=C3OC)O2)([C@@H]1O)O)C1=CC=C(CC1)C#N)C1=CC=CC=C1 |&1:5|